(E)-5-((5-phenyl-furan-2-yl)methylene)furan C1(=CC=CC=C1)C1=CC=C(O1)\C=C\1/C=CCO1